NC1=C(C(=O)NCCC)C=C(C=C1C)C#N 2-amino-5-cyano-3-methyl-N-propylbenzamide